C(C)(C)(C)OC(NC=1SC(=C(N1)C)C1=NC(=NC=C1F)NC1=CC(=CC=C1)[N+](=O)[O-])=O (5-(5-fluoro-2-((3-nitrophenyl)amino)pyrimidin-4-yl)-4-methylthiazol-2-yl)carbamic acid tert-butyl ester